2-(1-tert-butoxycarbonyl-4-piperidyl)-6-isopropoxy-indazole-5-carboxylic acid C(C)(C)(C)OC(=O)N1CCC(CC1)N1N=C2C=C(C(=CC2=C1)C(=O)O)OC(C)C